(naphthalen-1-ylmethyl)zinc (II) bromide [Br-].C1(=CC=CC2=CC=CC=C12)C[Zn+]